CC1=NN2C(N=C(C=C2N)C)=C1N 2,5-dimethyl-pyrazolo[1,5-a]-pyrimidine-3,7-diamine